2-(2-{[1-methyl-5-(trifluoromethyl)-1H-pyrazol-4-yl]amino}quinazolin-7-yl)-2-azabicyclo[2.2.1]heptan-3-one CN1N=CC(=C1C(F)(F)F)NC1=NC2=CC(=CC=C2C=N1)N1C2CCC(C1=O)C2